(2R,3S)-2-(2-chlorophenyl)-1-(2-[2H,3H-[1,4]dioxino[2,3-b]pyridine-7-sulfonyl]-4H,6H-pyrrolo[3,4-c]pyrazol-5-yl)-3-hydroxybutan-1-one ClC1=C(C=CC=C1)[C@@H](C(=O)N1CC2=NN(C=C2C1)S(=O)(=O)C=1C=C2C(=NC1)OCCO2)[C@H](C)O